N1C=CC=2C1=NC=C(C2)OC2=C(C(=O)N)C=CC=C2 2-[(1H-pyrrolo[2,3-b]pyridin-5-yl)oxy]benzamide